CN(CCCO)C 3-(dimethylamino)propanol